(R)-N-(6-(1R-cyanospiro[2.2]pentan-1-yl)isoquinolin-3-yl)-2-(1-propionylpiperidin-4-yl)propenamide C(#N)[C@@]1(CC12CC2)C=2C=C1C=C(N=CC1=CC2)NC(C(=C)C2CCN(CC2)C(CC)=O)=O